O=C(CCOC[C@H](CC)NC1=C(C(NN=C1)=O)C(F)(F)F)N1CCN(CC1)C1=NC=C(C=C1)C(F)(F)F 5-[[(2S)-1-(3-Oxo-3-[4-[5-(trifluoromethyl)pyridin-2-yl]piperazin-1-yl]propoxy)butan-2-yl]amino]-4-(trifluoromethyl)-2,3-dihydropyridazin-3-one